CCCCCCCCCCCCCCCCCCCCCCC(C(=O)SCCNC(=O)CCNC(=O)[C@@H](C(C)(C)COP(=O)(O)OP(=O)(O)OC[C@@H]1[C@H]([C@H]([C@@H](O1)N2C=NC3=C(N=CN=C32)N)O)OP(=O)(O)O)O)O The molecule is a hydroxy fatty-acyl-CoA that results from the formal condensation of the thiol group of coenzyme A with the carboxy group of 2-hydroxytetracosanoic acid. It is a hydroxy fatty acyl-CoA and a very long-chain fatty acyl-CoA. It derives from a cerebronic acid. It is a conjugate acid of a 2-hydroxytetracosanoyl-CoA(4-).